1,1,4,4-tetramethylcyclohexane CC1(CCC(CC1)(C)C)C